C(#N)C=1C=C(C=NC1N1N=CC=N1)NC(=O)C=1C=NN(C1C(F)(F)F)C1=C(N=C2N1C=CC=C2)C N-(5-Cyano-6-(2H-1,2,3-triazol-2-yl)pyridin-3-yl)-1-(2-methylimidazo[1,2-a]pyridin-3-yl)-5-(trifluoromethyl)-1H-pyrazol-4-carboxamid